O=C1NC(C(C(N1)=O)(C1=CC=C(C=C1)OC1=CC=C(C=C1)OC(F)(F)F)N1CCC2(CN(CCO2)S(=O)(=O)C2CCN(CC2)C(=O)OCC2=CC=CC=C2)CC1)=O Benzyl 4-[[9-[2,4,6-trioxo-5-[4-[4-(trifluoromethoxy)phenoxy]phenyl]hexahydropyrimidin-5-yl]-1-oxa-4,9-diazaspiro[5.5]undecan-4-yl] sulfonyl]piperidine-1-carboxylate